(S)-3-(((tert-butyloxycarbonyl)amino)methyl)-5-methylhexanoic acid C(C)(C)(C)OC(=O)NC[C@H](CC(=O)O)CC(C)C